C[C@@H]1O[C@@H](CN(C1)C1=NC=CC(=N1)C1=NC2=CC(=NC=C2C=C1)CNC(OC(C)(C)C)=O)C tert-butyl ((2-(2-((cis)-2,6-dimethylmorpholino)pyrimidin-4-yl)-1,6-naphthyridin-7-yl)methyl)carbamate